1-(4-(2,4-difluorophenoxy)-3-(7-methoxy-1-methyl-1H-pyrrolo[2,3-c]pyridin-3-yl)benzyl)pyrrolidine-2,5-dione FC1=C(OC2=C(C=C(CN3C(CCC3=O)=O)C=C2)C2=CN(C3=C(N=CC=C32)OC)C)C=CC(=C1)F